CC(C)N(CCSP(OCC)(=O)C)C(C)C Ethyl ({2-[bis(propan-2-yl)amino] ethyl}sulfanyl)(methyl)phosphinate